2-(4-fluoro-2-(2-Fluoropropan-2-yl)phenyl)-4,4,5,5-tetramethyl-1,3,2-dioxaborolane FC1=CC(=C(C=C1)B1OC(C(O1)(C)C)(C)C)C(C)(C)F